ClC1=C(C=C(C=C1)C1=CN(C2=NC(=CC=C21)C(=O)N2C(CN(CC2)C2=NC(=C(C(=O)OC)C(=C2)C)C)(C)C)C(C)C)F methyl 6-(4-(3-(4-chloro-3-fluorophenyl)-1-isopropyl-1H-pyrrolo[2,3-b]pyridine-6-carbonyl)-3,3-dimethylpiperazin-1-yl)-2,4-dimethylnicotinate